(1S,4R)-4-((1H-indol-2-yl)methyl)-1-isobutyl-9-(1-methyl-1H-tetrazol-5-yl)-1,2-dihydro-6H-pyrazino[2,1-b]quinazoline-3,6(4H)-dione N1C(=CC2=CC=CC=C12)C[C@@H]1C(N[C@H](C2=NC3=CC(=CC=C3C(N21)=O)C2=NN=NN2C)CC(C)C)=O